C1=CC=CC=2C3=CC=CC=C3C(C12)COC(NCCOCCOCCOCCOCCC(=O)OC1=C(C(=C(C(=C1F)F)F)F)F)=O perfluorophenyl 1-(9H-fluoren-9-yl)-3-oxo-2,7,10,13,16-pentaoxa-4-azanonadecan-19-oate